N-[(3S)-9-fluoro-2-oxo-5-phenyl-1,3-dihydro-1,4-benzo-diazepin-3-yl]-2-(3-fluoropyridin-4-yl)-6-methyl-imidazo[1,2-b]-pyridazine-3-carboxamide FC1=CC=CC=2C(=N[C@@H](C(NC21)=O)NC(=O)C2=C(N=C1N2N=C(C=C1)C)C1=C(C=NC=C1)F)C1=CC=CC=C1